Cl.FC1=C(C=CC(=N1)C(=O)NC)N1CCNCC1 6-fluoro-N-methyl-5-(piperazin-1-yl)pyridine-2-carboxamide hydrochloride